N-(5-(2-(2-azabicyclo[2.2.2]octan-2-yl)acetamido)-2-methylpyridin-3-yl)-2-(1-(2-methoxyethyl)-1H-pyrazol-4-yl)pyrazolo[5,1-b]thiazole-7-carboxamide C12N(CC(CC1)CC2)CC(=O)NC=2C=C(C(=NC2)C)NC(=O)C=2C=NN1C2SC(=C1)C=1C=NN(C1)CCOC